N-butyl-5-[2-(butylcarbamoyl)-1,3-dioxo-2,3-dihydro-1H-indene-5-carbonyl]-1,3-dioxo-2,3-dihydro-1H-indene-2-carboxamide C(CCC)NC(=O)C1C(C2=CC=C(C=C2C1=O)C(=O)C=1C=C2C(C(C(C2=CC1)=O)C(NCCCC)=O)=O)=O